C1(=CC=CC=C1)COC1=CC=C(C=O)C=C1 4-(phenyl-methoxy)-benzaldehyde